N-(methylamino)-5-phenylpyridin CNN1CC=CC(=C1)C1=CC=CC=C1